ClC1=NC=C(C(=N1)NCC1=C(C=CC=C1)C)C(=O)N 2-chloro-4-[(2-methylbenzyl)amino]pyrimidin-5-carboxamide